N-[(2S)-4-amino-2-hydroxybicyclo[2.2.2]octan-1-yl]-2-(4-chloro-3-fluorophenoxy)acetamide NC12C[C@@H](C(CC1)(CC2)NC(COC2=CC(=C(C=C2)Cl)F)=O)O